4,4-difluorocyclohexyl-(methyl)-2-(2,2,2-trifluoroethyl)-2H-1,2,3-triazole-4-carboxamide FC1(CCC(CC1)NC(=O)C1=NN(N=C1C)CC(F)(F)F)F